ClC=1C2=C(N=C(N1)C1CN(C1)C(=O)OC(C)(C)C)SC(=C2)C tert-butyl 3-(4-chloro-6-methylthieno[2,3-d]pyrimidin-2-yl)azetidine-1-carboxylate